2-{6-[(1R,5S)-8-azabicyclo[3.2.1]Oct-3-ylamino]Pyridazin-3-yl}-5-(1H-pyrazol-4-yl)phenol [C@H]12CC(C[C@H](CC1)N2)NC2=CC=C(N=N2)C2=C(C=C(C=C2)C=2C=NNC2)O